ClC1=C(C=CC(=C1)CN1CCN(CC1)CC)N1N=CC(=C1)C1=NC(=NC=C1C#N)NC1CCN(CC1)S(=O)(=O)C 4-(1-(2-Chloro-4-((4-ethylpiperazin-1-yl)methyl)phenyl)-1H-pyrazol-4-yl)-2-((1-(methylsulfonyl)piperidin-4-yl)amino)pyrimidine-5-carbonitrile